4-epoxy-6-methylcyclohexylmethyl 3,4-epoxycyclohexanecarboxylate Methyl-4-{[(tert-butoxy)carbonyl]amino}-3-methoxybenzoate COC(C1=CC(=C(C=C1)NC(=O)OC(C)(C)C)OC)=O.C1(CC2C(CC1)O2)C(=O)OCC2CC1C(C(C2)C)O1